BrC=1C(=NN(C1C)CC=1C=C(C=CC1OC)/C=C/C(=O)C1=C(C=C(C=C1)O)O)C (E)-3-[3-[(4-Bromo-3,5-dimethylpyrazol-1-yl)methyl]-4-methoxyphenyl]-1-(2,4-dihydroxyphenyl)prop-2-en-1-one